5-((S)-3-amino-2,2-difluoro-3-(3-fluorophenyl)propyl)-1-(tetrahydro-2H-pyran-4-yl)pyrimidine-2,4,6(1H,3H,5H)-trione N[C@H](C(CC1C(NC(N(C1=O)C1CCOCC1)=O)=O)(F)F)C1=CC(=CC=C1)F